1-[4-[2-[3-(4-acetylpiperazin-1-yl)propoxy]-7-(3-hydroxy-1-naphthyl)-6,8-dihydro-5H-pyrido[3,4-d]pyrimidin-4-yl]piperazin-1-yl]prop-2-en-1-one C(C)(=O)N1CCN(CC1)CCCOC=1N=C(C2=C(N1)CN(CC2)C2=CC(=CC1=CC=CC=C21)O)N2CCN(CC2)C(C=C)=O